(S)-N4-(3-chloro-4-fluorophenyl)-6-nitro-7-((tetrahydrofuran-3-yl)oxy)quinazolin-4-amine ClC=1C=C(C=CC1F)NC1=NC=NC2=CC(=C(C=C12)[N+](=O)[O-])O[C@@H]1COCC1